6-(4-methoxypyrrolo[2,1-f][1,2,4]triazin-5-yl)-2-methyl-1-((5-(trifluoromethyl)-1,3,4-oxadiazol-2-yl)methyl)-1H-imidazo[4,5-b]pyridine COC1=NC=NN2C1=C(C=C2)C=2C=C1C(=NC2)N=C(N1CC=1OC(=NN1)C(F)(F)F)C